FC(C1=CC=C(C=C1)N1C[C@]2(CC3=CC=CC=C13)CN(CC2)C(C=C)=O)(F)F |o1:10| (R)- or (S)-1-(1'-(4-(trifluoromethyl)phenyl)-1',4'-dihydro-2'H-spiro-[pyrrolidine-3,3'-quinolin]-1-yl)prop-2-en-1-one